1-iodo-4-methoxy-benzene IC1=CC=C(C=C1)OC